O1C(CCCCCCCC=CCCCCC1)=O Oxacyclohexadec-10-en-2-one